4-(4-hydrazineylphenyl)-4-oxobutanoic acid N(N)C1=CC=C(C=C1)C(CCC(=O)O)=O